COC(=O)C=1C=CC(=C2C=NN(C12)C(C)C=1C=NC(=CC1)C1CC1)C#CC 1-(1-(6-cyclopropylpyridin-3-yl)ethyl)-4-(Propan-1-yn-1-yl)-1H-indazole-7-carboxylic acid methyl ester